7-[(4S)-4-{4-[3,5-bis(trifluoromethyl)phenoxy]phenyl}-5-(2,2-difluoropropyl)-6-oxo-2,4,5,6-tetrahydropyrrolo[3,4-c]pyrazol-3-yl]-1,3-benzoxazol-2(3H)-one FC(C=1C=C(OC2=CC=C(C=C2)[C@@H]2N(C(C3=NNC(=C32)C3=CC=CC=2NC(OC23)=O)=O)CC(C)(F)F)C=C(C1)C(F)(F)F)(F)F